C1(C=CC(N1C1=NC(=CC=C1)N1C(C=CC1=O)=O)=O)=O 2,6-bismaleimidopyridine